CN(CC(=O)O)C(=O)OCC1=CC=CC=C1 N-[(benzyloxy)carbonyl]-N-methylglycine